[(2R)-1-[4-tert-Butyl-2-(2-hydroxyethyl)phenyl]-4-methyl-2-(p-tolylsulfonylamino)pentyl] acetate C(C)(=O)OC([C@@H](CC(C)C)NS(=O)(=O)C1=CC=C(C=C1)C)C1=C(C=C(C=C1)C(C)(C)C)CCO